methyl (2S)-2-[[(2S)-2-[(7-bromo-6-fluoro-1H-indole-2-carbonyl)amino]-3-cyclopropyl-propanoyl]amino]-3-[(3S)-2-oxo-3-piperidyl]propanoate BrC=1C(=CC=C2C=C(NC12)C(=O)N[C@H](C(=O)N[C@H](C(=O)OC)C[C@H]1C(NCCC1)=O)CC1CC1)F